C(C)N1N=CC2=CC=CC(=C12)F 1-ethyl-7-fluoro-1H-indazol